6-(difluoromethoxy)-5-fluoro-N-([1,2,3]triazolo[1,5-b]pyridazin-3-ylmethyl)nicotinamide FC(OC1=NC=C(C(=O)NCC=2N=NN3N=CC=CC32)C=C1F)F